C1(CCC1)OC1=C(C=C(C(=O)O)C=C1)C(NS(=O)(=O)N1CCCC1)=O 4-cyclobutoxy-3-((pyrrolidin-1-ylsulfonyl)carbamoyl)benzoic acid